CSCC12CN(C(C1)C2)C(=O)OC(C)(C)C tert-Butyl 4-(methylsulfanylmethyl)-2-azabicyclo[2.1.1]hexane-2-carboxylate